C(C)OC([C@@H](CC)C)=O R-2-methylbutyric acid ethyl ester